CC(=O)N[C@@H](CO)[C@H]([C@@H]([C@@H](CO)O)O)O[C@H]1[C@@H]([C@H]([C@H]([C@H](O1)CO)O)O)O The molecule is an amino disaccharide that is the 3-O-beta-D-galactopyranoside of 2-acetamido-2-deoxy-D-glucitol. It is an amino disaccharide, a member of acetamides and a beta-D-galactoside.